1-(oxetan-3-yl)-1H-pyrazole-3-carbaldehyde O1CC(C1)N1N=C(C=C1)C=O